5-(6-(Cyclopropylethynyl)-5-((1R,2R)-2-(difluoromethyl)cyclopropyl)pyridazin-3-yl)pyrimidine-2,4(1H,3H)-dione C1(CC1)C#CC1=C(C=C(N=N1)C=1C(NC(NC1)=O)=O)[C@H]1[C@@H](C1)C(F)F